C(C)(C)(C)OC(=O)C1CC=C(CC1)OS(=O)(=O)C(F)(F)F.C(CCC)N(CCCC)C(C[SiH2]C1=CC(=CC=C1)C=C)N(CCCC)CCCC bis(dibutylamino)ethyl-(3-vinylphenyl)silane tert-Butyl-4-(((trifluoromethyl)sulfonyl)oxy)cyclohex-3-enecarboxylate